FC1=CC=C(C(=O)NC2(CC2)C2=NC=3CCCC(C3C=C2)OC=2C=NC(=NC2)C)C=C1 4-fluoro-N-(1-(5-((2-methylpyrimidin-5-yl)oxy)-5,6,7,8-tetrahydroquinolin-2-yl)cyclopropyl)benzamide